C(=C)S(=O)(=O)OCC(C)(C)C 2,2-dimethylpropyl ethenesulfonate